iododispiro[[1,3]dioxolane-2,1'-cyclohexane-4',1''-indene] IC=1C2(C3=CC=CC=C3C1)CCC1(CC2)OCCO1